(R)-3-(3-fluoro-4-methoxyphenyl)-8-(5-cyanopyridin-3-yl)-6-nitro-2-(pyrrolidin-2-yl)quinazolin-4(3H)-one FC=1C=C(C=CC1OC)N1C(=NC2=C(C=C(C=C2C1=O)[N+](=O)[O-])C=1C=NC=C(C1)C#N)[C@@H]1NCCC1